3-(benzo[d][1,3]dioxol-5-yl)-N-(4-methyl-3-(pyridin-4-yl)-1H-pyrazol-5-yl)propenamide O1COC2=C1C=CC(=C2)C=CC(=O)NC2=C(C(=NN2)C2=CC=NC=C2)C